C(C)(C)(C)OC(N(CC#C)CC#C)=O.C1N(CC2=CC(=C(C=C12)C(=O)OC)C(=O)OC)C(=O)OC(C)(C)C 2-tert-Butyl 5,6-dimethyl 1,3-dihydro-2H-isoindole-2,5,6-tricarboxylate tert-Butyl-diprop-2-yn-1-ylcarbamate